(S)-N-(2-methyl-5-(2-(2-methylpyrrolidin-1-yl)acetamido)pyridin-3-yl)-6-(1-(oxetan-3-yl)-1H-pyrazol-4-yl)-[1,2,3]triazolo[1,5-a]pyridine-3-carboxamide CC1=NC=C(C=C1NC(=O)C=1N=NN2C1C=CC(=C2)C=2C=NN(C2)C2COC2)NC(CN2[C@H](CCC2)C)=O